2-([(2S)-1,4-dioxan-2-yl]methyl)-4,8-dimethyl-4,5-dihydro-2H-furo[2,3-g]indazole-7-carboxylic acid O1[C@H](COCC1)CN1N=C2C3=C(CC(C2=C1)C)OC(=C3C)C(=O)O